tert-butyl (imino(4-(3-(tritylthio)propoxy)phenyl)methyl)carbamate N=C(C1=CC=C(C=C1)OCCCSC(C1=CC=CC=C1)(C1=CC=CC=C1)C1=CC=CC=C1)NC(OC(C)(C)C)=O